2-[(S)-1-(diphenylphosphino)ethyl]ferrocene C1(=CC=CC=C1)P([C@@H](C)C=1[CH-]C=CC1)C1=CC=CC=C1.[CH-]1C=CC=C1.[Fe+2]